C(C=C)(=O)N1C[C@@H](N(C[C@H]1C)C1=NC(=NC2=C(C(=C(C=C12)Cl)C1=C2C(=NNC2=CC=C1C)C1CC1)F)N1CC(C1)C(=O)N)C 1-(4-((2S,5R)-4-acryloyl-2,5-dimethylpiperazin-1-yl)-6-chloro-7-(3-cyclopropyl-5-methyl-1H-indazol-4-yl)-8-fluoroquinazolin-2-yl)azetidine-3-carboxamide